BrC=1C=C(C=CC1)C(C1=NN=CN1C)(OC)C1CCC1 3-((3-bromophenyl)(cyclobutyl)(methoxy)methyl)-4-methyl-4H-1,2,4-triazole